FC1(CCN(CCC1)C1=C(C(=O)NC=2C=C(C=CC2)[S@](=O)(C)=NC(OC(C)(C)C)=O)C(=CC(=N1)C(F)(F)F)C)F tert-butyl (R)-((3-(2-(4,4-difluoroazepan-1-yl)-4-methyl-6-(trifluoromethyl) nicotinamido)phenyl)(methyl)(oxo)-λ6-sulfaneylidene)carbamate